C(C)(C)(C)OOC1(CCC(CC1)C(C)(C)C1CCC(CC1)(OOC(C)(C)C)OOC(C)(C)C)OOC(C)(C)C 2,2-bis(4,4-di-(t-butylperoxy)cyclohexyl)propane